COC(=O)C=1C(=CC2=CN(N=C2C1)C1CCC(CC1)CO)[N+](=O)[O-] 2-[4-(hydroxymethyl)cyclohexyl]-5-nitro-indazole-6-carboxylic acid methyl ester